BrC=1C(=CC(=NC1)CC(=O)N(C)OC)C 2-(5-bromo-4-methylpyridin-2-yl)-N-methoxy-N-methylacetamide